2-Propylether CC(C)OC(C)C